CC(C=C)=CCC(C(C)C)=O 3,7-dimethyl-6-octadienal